(3aR,5s,6aS)-N,N-dimethyl-2,2-bis((9Z,12Z)-octadeca-9,12-dien-1-yl)tetrahydro-3aH-cyclopenta[d][1,3]dioxol-5-amine CN(C1C[C@@H]2[C@@H](OC(O2)(CCCCCCCC\C=C/C\C=C/CCCCC)CCCCCCCC\C=C/C\C=C/CCCCC)C1)C